4-(6-fluoro-1-(4-fluoro-3-methoxyphenyl)-4-hydroxy-2-(3-hydroxy-1-methylcyclobutyl)-1H-indol-3-yl)-2-methoxybenzoic acid FC1=CC(=C2C(=C(N(C2=C1)C1=CC(=C(C=C1)F)OC)C1(CC(C1)O)C)C1=CC(=C(C(=O)O)C=C1)OC)O